BrC=1C=C(C=C2C(NC(=NC12)C1CCOCC1)=O)F 8-bromo-6-fluoro-2-(tetrahydro-2H-pyran-4-yl)quinazolin-4(3H)-one